C(C(O)C)(=O)[O-].C(C(O)C)(=O)[O-].[Fe+2] iron bis-lactate